N1CCOCC1 R-morpholin